1-(4-(2,3-Dimethylphenyl)piperidin-1-yl)-2-(3-(4-(2-hydroxyacetyl)piperazin-1-carbonyl)-4,5,6,7-tetrahydro-1H-indazol-1-yl)ethanon CC1=C(C=CC=C1C)C1CCN(CC1)C(CN1N=C(C=2CCCCC12)C(=O)N1CCN(CC1)C(CO)=O)=O